5-(3,3-bis(mercaptomethylthio)-1-thiapropyl)3,7-dithianonane SCSC(CSC(CSCC)CSCC)SCS